2-(3-(1-(2-(5-((4,6-difluoro-1H-indol-5-yl)oxy)-2-fluorophenyl)-1H-imidazol-5-yl)ethyl)-2-fluorophenyl)acetic acid FC1=C2C=CNC2=CC(=C1OC=1C=CC(=C(C1)C=1NC(=CN1)C(C)C=1C(=C(C=CC1)CC(=O)O)F)F)F